2-styryl-indene tert-butyl-(2R,4R)-2-(((S)-1-((4-(N-((benzyloxy)carbonyl)carbamimidoyl)benzyl)amino)-1-oxopropan-2-yl)carbamoyl)-4-(m-tolyl)pyrrolidine-1-carboxylate C(C)(C)(C)OC(=O)N1[C@H](C[C@@H](C1)C=1C=C(C=CC1)C)C(N[C@H](C(=O)NCC1=CC=C(C=C1)C(NC(=O)OCC1=CC=CC=C1)=N)C)=O.C(=CC1=CC=CC=C1)C=1CC2=CC=CC=C2C1